C1(CCCCC1)C[C@H]1C(N(CC2N(O[C@@H](C(N21)=O)CC(C)C)CCCC2=CC=CC=C2)C2CCN(CC2)C)=O (3R,6S)-6-(cyclohexylmethyl)-3-isobutyl-8-(1-methylpiperidin-4-yl)-1-(3-phenylpropyl)tetrahydropyrazino[2,1-c][1,2,4]oxadiazine-4,7(3H,6H)-dione